N-[4-[[(2,4-diamino-6-pteridinyl)methyl]methylamino]benzoyl]-L-glutamic acid NC1=NC2=NC=C(N=C2C(=N1)N)CN(C1=CC=C(C(=O)N[C@@H](CCC(=O)O)C(=O)O)C=C1)C